[Cl-].C1(=CC=CC=C1)C[NH3+] benzenemethanaminium chloride